[N+](=O)([O-])C1=CC=C(C=N1)N1CC(CCC1)N (E)-1-(6-nitropyridin-3-yl)piperidin-3-amine